(1-(Methylamino)cyclopropyl)methyl (S)-1-(4-fluorophenyl)-3,4-dihydroisoquinoline-2(1H)-carboxylate hydrochloride Cl.FC1=CC=C(C=C1)[C@@H]1N(CCC2=CC=CC=C12)C(=O)OCC1(CC1)NC